ClC=1C=C(C=CC1C1=C(C=C(C=C1)CO)F)CC1CN(CCO1)C(=O)OC(C)(C)C tert-butyl 2-[[3-chloro-4-[2-fluoro-4-(hydroxymethyl)phenyl]phenyl]methyl]morpholine-4-carboxylate